Methyl (Cyclopentyloxy)benzoate C1(CCCC1)OC1=C(C(=O)OC)C=CC=C1